BrC1=C(C=CC(=C1)F)CCC(=O)O 3-(2-Bromo-4-fluoro-phenyl)-propionic acid